O1C(=NC2=C1C=CC=C2)[C@H]2N(CCC1=C2N=CN1)C(=O)C1=CC(=NN1C)C (S)-(4-(benzo[d]oxazol-2-yl)-6,7-dihydro-1H-imidazo[4,5-c]pyridin-5(4H)-yl)(1,3-dimethyl-1H-pyrazol-5-yl)methanone